COC1=C(CS(=O)(=O)C2=NC=3N(C(N(C(C3N2C)=O)C)=O)C)C=C(C=C1)OC 8-(2,5-dimethoxybenzylsulfonyl)-1,3,7-trimethyl-1H-purine-2,6(3H,7H)-dione